N1N=NN=C1N1CC(CC(CC1)C(F)(F)F)N 1-(1H-1,2,3,4-tetrazol-5-yl)-5-(trifluoromethyl)azepan-3-amine